[Ir+3].CC1=NC(=NC(=C1)C1=CC=CC=C1)C(=O)[O-].CC1=NC(=NC(=C1)C1=CC=CC=C1)C(=O)[O-].CC1=NC(=NC(=C1)C1=CC=CC=C1)C(=O)[O-] (4-methyl-6-phenylpyrimidinat) iridium (III)